C(=C)C=1SCCN1 vinylthiazoline